methyl 3,4-epoxycyclohexylcarboxylate C1(CC2C(CC1)O2)C(=O)OC